acryloyloxytetradecyl dihydrogen thiophosphate P(=S)(OCCCCCCCCCCCCCCOC(C=C)=O)(O)O